hexane Tricyanate [O-]C#N.[O-]C#N.[O-]C#N.CCCCCC